6-(7-pyrazol-1-yl-1H-indazol-4-yl)-N-(2,2,6,6-tetramethyl-4-piperidyl)-1,2,4-triazin-3-amine N1(N=CC=C1)C=1C=CC(=C2C=NNC12)C1=CN=C(N=N1)NC1CC(NC(C1)(C)C)(C)C